6-(1,2-oxazinan-2-yl)quinoline-4-carboxylic acid ethyl ester C(C)OC(=O)C1=CC=NC2=CC=C(C=C12)N1OCCCC1